ClC1=C(C=CC(=C1)C(F)(F)F)C1N(CCC(C1)O)C(=O)OCC1=CC=CC=C1 rac-benzyl 2-(2-chloro-4-(trifluoromethyl)phenyl)-4-hydroxypiperidine-1-carboxylate